O1CCN(CC12CCNCC2)CC#CC=2C=C(C=CC2)N2C(NC(CC2)=O)=O 1-(3-(3-(1-oxa-4,9-diazaspiro[5.5]undecan-4-yl)prop-1-yn-1-yl)phenyl)dihydropyrimidine-2,4(1H,3H)-dione